C1(CCC1)[C@H]1OCC2=CC(=CC=C2[C@H]1C1=CC=C(C=C1)N1CCC(CC1)CN1CCN(CC1)C=1C=C2CN(C(C2=CC1)=O)[C@@H]1C(NC(CC1)=O)=O)O (S)-3-(5-(4-((1-(4-((3R,4R)-3-cyclobutyl-7-hydroxyisochroman-4-yl)phenyl)piperidin-4-yl)methyl)piperazin-1-yl)-1-oxoisoindolin-2-yl)piperidine-2,6-dione